ClC1=NC(=NC(=N1)N1N=CC=C1)NCCC(=O)OCC Ethyl 3-((4-chloro-6-(1H-pyrazol-1-yl)-1,3,5-triazin-2-yl)amino)propanoate